(1S,2R,4S,5R)-1-{[3,5-bis(trifluoromethyl)phenyl]methyl}-5-ethenyl-2-[(S)-hydroxy(quinolin-4-yl)methyl]-1-azabicyclo[2.2.2]octan-1-ium fluoride [F-].FC(C=1C=C(C=C(C1)C(F)(F)F)C[N@@+]12[C@H](C[C@@H]([C@H](C1)C=C)CC2)[C@H](C2=CC=NC1=CC=CC=C21)O)(F)F